2,4-difluoro-2-phenylpyridinium iridium dichloride [Ir+](Cl)Cl.FC1([NH2+]C=CC(=C1)F)C1=CC=CC=C1